5-Iodo-2-methyl-3-(trifluoromethyl)benzoic acid IC=1C=C(C(=C(C(=O)O)C1)C)C(F)(F)F